ClC1=CC2=C(N=N1)N(C=C2I)S(=O)(=O)C2=CC=C(C)C=C2 3-chloro-5-iodo-7-p-toluenesulfonyl-7H-pyrrolo[2,3-c]pyridazine